7-fluoro-1,5-naphthyridine-4-carboxamide FC1=CN=C2C(=CC=NC2=C1)C(=O)N